(1S,2S)-2-((6-(4-((6-(cyclohex-1-en-1-yl)pyrazin-2-yl)amino)-3-methylisoxazol-5-yl)-2-methylpyridin-3-yl)carbamoyl)cyclohexane-1-carboxylic acid C1(=CCCCC1)C1=CN=CC(=N1)NC=1C(=NOC1C1=CC=C(C(=N1)C)NC(=O)[C@@H]1[C@H](CCCC1)C(=O)O)C